N-(5-(4-(4-((dimethylamino)methyl)-3-methyl-1H-pyrazol-1-yl)pyrimidin-2-ylamino)-2-(4-(2-fluoroethyl)piperazin-1-yl)-4-methoxyphenyl)acrylamide CN(C)CC=1C(=NN(C1)C1=NC(=NC=C1)NC=1C(=CC(=C(C1)NC(C=C)=O)N1CCN(CC1)CCF)OC)C